O=S1(CCN(CC1)C(=O)C1=C(C=C(OCCN2CCC3(CC2)C(N(C2=CC=C(C=C23)C#N)C)=O)C=C1F)F)=O 1'-{2-[4-(1,1-dioxo-1λ6-thiomorpholine-4-carbonyl)-3,5-difluorophenoxy]ethyl}-1-methyl-2-oxo-1,2-dihydrospiro[indole-3,4'-piperidine]-5-carbonitrile